(3R)-5,7-dihydroxy-6,8-dimethyl-3-(4'-hydroxyphenyl)-chroman-4-one OC1=C2C([C@@H](COC2=C(C(=C1C)O)C)C1=CC=C(C=C1)O)=O